C(=O)O.CC=1C=C(C(=N)N)C=C(C1)C 3,5-dimethylbenzamidine formate